CCCCOC(=O)C1(CC(C(C(C1)OC(=O)/C=C\C2=CC(=C(C=C2)O)O)O)O)O Butyl 3-O-caffeoylquinate